gamma-glycidoxypropyl-dimethylphenoxysilane Methyl-(S)-5-(5-amino-1,3-dioxoisoindolin-2-yl)-2-(4-(((2,4-diaminopteridin-6-yl)methyl)(methyl)-amino)benzamido)pentanoate COC([C@H](CCCN1C(C2=CC=C(C=C2C1=O)N)=O)NC(C1=CC=C(C=C1)N(C)CC=1N=C2C(=NC(=NC2=NC1)N)N)=O)=O.C(C1CO1)OCCC[Si](OC1=CC=CC=C1)(C)C